C(C1=CC=CC=C1)N1C(=CC=C1)C(\C=C\C1=CC=CC=C1)=O (E)-1-(N-benzyl-pyrrol-2-yl)-3-phenylprop-2-en-1-one